CCCCC/C(=C\C/C=C\C/C=C\C=C\CCCCC(=O)O)/OO 15(S)-Hydroperoxyeicosatetraenoic acid